N1=C(C=CC=C1)SSCCC(=O)NN 3-(2-pyridyldithio)propionyl-hydrazine